(1R,2S,4R)-2-(cyclopropoxymethyl)-5,5-difluoro-2-(hydroxymethyl)-4-methyl-quinuclidin-3-one C1(CC1)OC[C@@]1(N2CC([C@@](C1=O)(CC2)C)(F)F)CO